FC1=C(C=CC=C1CN1C(OC2=C(C1C)N=CC(=C2)OC=2N=NC=CC2)=O)NC(OC(C)(C)C)=O tert-butyl (2-fluoro-3-((4-methyl-2-oxo-7-(pyridazin-3-yloxy)-2H-pyrido[2,3-e][1,3]oxazin-3(4H)-yl)methyl)phenyl)carbamate